6-(3-fluorobenzylamino)-9-β-D-arabinofuranosylpurine FC=1C=C(CNC2=C3N=CN(C3=NC=N2)[C@H]2[C@@H](O)[C@H](O)[C@H](O2)CO)C=CC1